FC1(CCC(CC1)C(C=1OC2=C(N1)C=C(C=C2)C(=O)C2COC2)NC(OCC2=CC=CC=C2)=O)F benzyl ((4,4-difluorocyclohexyl)(5-(oxetane-3-carbonyl)benzo[d]oxazol-2-yl)methyl)carbamate